Myristyl-γ-Picolinium CCCCCCCCCCCCCC[N+]1C=CC(C)=CC=1